alpha-phenyl-1-(2-phenylethyl)-4-piperidinemethanol C1(=CC=CC=C1)C(O)C1CCN(CC1)CCC1=CC=CC=C1